6-(2,6-dimethylphenyl)-12-(4-hydroxy-4-methyl-pentyl)-9-methyl-2,2-dioxo-2λ6-thia-3,5,12,19-tetrazatricyclo[12.3.1.14,8]nonadeca-1(18),4(19),5,7,14,16-hexaen-13-one CC1=C(C(=CC=C1)C)C1=NC=2NS(C=3C=CC=C(C(N(CCC(C(=C1)N2)C)CCCC(C)(C)O)=O)C3)(=O)=O